(R)-3-((3-(4-Amino-2-methylpyrido[3,2-d]pyrimidin-6-yl)phenyl)ethynyl)-3-hydroxy-1-methylpyrrolidin-2-on NC=1C2=C(N=C(N1)C)C=CC(=N2)C=2C=C(C=CC2)C#C[C@]2(C(N(CC2)C)=O)O